6-bromo-3,3-dimethyl-1-(3-oxocyclobutyl)indolin-2-one BrC1=CC=C2C(C(N(C2=C1)C1CC(C1)=O)=O)(C)C